4-(morpholino-3,3,5,5-d4)aniline O1CC(N(C(C1)([2H])[2H])C1=CC=C(N)C=C1)([2H])[2H]